(3-(6-(1-(difluoromethyl)-1H-pyrazol-4-yl)pyrrolo[2,1-f][1,2,4]triazin-4-yl)-3,8-diazabicyclo[3.2.1]oct-8-yl)((1r,3r)-3-(trifluoromethyl)cyclobutyl)methanone FC(N1N=CC(=C1)C=1C=C2C(=NC=NN2C1)N1CC2CCC(C1)N2C(=O)C2CC(C2)C(F)(F)F)F